Naphthalene-1-acetic acid C1(=CC=CC2=CC=CC=C12)CC(=O)O